C1=C(C=CC2=CC=CC=C12)N(C1=CC=C(C=C1)C1=CC=C(C=C1)N(C1=CC=CC=C1)C1=CC2=CC=CC=C2C=C1)C1=CC=CC=C1 N,N'-bis(naphthalen-2-yl)-N,N'-bis(phenyl)biphenyl-4,4'-diamine